F[C@@H]1[C@H]2CCC[C@@H](C[C@@H]1N(C1=CC=C(N=N1)C1=C(C=C3C=CC=NC3=C1)O)C)N2 7-(6-(((1R,2R,3S,5S)-2-fluoro-9-azabicyclo[3.3.1]nonan-3-yl)(methyl)amino)pyridazin-3-yl)quinolin-6-ol